(S)-20-(5-(methyl((2-methyl-4-oxo-1,4-dihydroquinazolin-6-yl)methyl)amino)thiophene-2-carboxamido)-17-oxo-4,7,10,13-tetraoxa-16-azahenicos-1-yn-21-oic acid CN(C1=CC=C(S1)C(=O)N[C@@H](CCC(NCCOCCOCCOCCOCC#C)=O)C(=O)O)CC=1C=C2C(N=C(NC2=CC1)C)=O